NC=1C=C(C=CC1S(N(CC1=C(C=C(C=C1)OC)OC)CC1=C(C=C(C=C1)OC)OC)(=O)=O)N(C(OC(C)(C)C)=O)CC=1N=C2N(C=C(C=C2)C2CC2)C1 tert-butyl (3-amino-4-(N,N-bis(2,4-dimethoxybenzyl)sulfamoyl)phenyl)((6-cyclopropylimidazo[1,2-a]pyridin-2-yl)methyl)carbamate